Methyleneacetone C=CC(C)=O